ethyl 1-bromo-4-fluoro-6,7-dihydro-5H-cyclopenta[c]pyridine-6-carboxylate BrC1=NC=C(C2=C1CC(C2)C(=O)OCC)F